O=S1(NCCNC2=C1C=C(C=C2)OC=C(C(=O)O)F)=O 3-((1,1-dioxido-2,3,4,5-tetrahydrobenzo[f][1,2,5]thiadiazepin-8-yl)oxy)-2-fluoroacrylic acid